C(C1=CC=CC=C1)(C1=CC=CC=C1)N1CCC(CC1)N1CC2=CN=C(C=C2CC1)C(F)(F)F 2-(1-benzhydrylpiperidin-4-yl)-6-(trifluoromethyl)-1,2,3,4-tetrahydro-2,7-naphthyridine